3-(3-(1-(2-(3-((6-fluoro-4-methyl-1H-indol-5-yl)oxy)phenyl)-1H-imidazol-5-yl)-1-hydroxyethyl)phenyl)propanoic acid FC1=C(C(=C2C=CNC2=C1)C)OC=1C=C(C=CC1)C=1NC(=CN1)C(C)(O)C=1C=C(C=CC1)CCC(=O)O